ClC=1C=C(C(=C(C1)C=1C(=NN(C1)C1=CC=C(C=N1)N1CCN(CC1)C(=O)OC(C)(C)C)C1=CC=NC=C1)F)NS(=O)(=O)N1CCCC1 tert-butyl 4-[6-(4-{5-chloro-2-fluoro-3-[(pyrrolidine-1-sulfonyl)amino]phenyl}-3-(pyridin-4-yl)pyrazol-1-yl)pyridin-3-yl]piperazine-1-carboxylate